The molecule is a fifteen-membered glycopeptide comprising glycyl, cyclopropylalanyl, alanyl, glycyl, 3-methylphenylalanyl, (5R)-5-(beta-D-galactopyranosyloxy)lysyl, glycyl. alpha-glutamyl, glutaminyl, glycyl, prolyl, lysyl, glycyl, alpha-glutamyl and threonine residues coupled in sequence. CC1=CC(=CC=C1)C[C@@H](C(=O)N[C@@H](CC[C@H](CN)O[C@H]2[C@@H]([C@H]([C@H]([C@H](O2)CO)O)O)O)C(=O)NCC(=O)N[C@@H](CCC(=O)O)C(=O)N[C@@H](CCC(=O)N)C(=O)NCC(=O)N3CCC[C@H]3C(=O)N[C@@H](CCCCN)C(=O)NCC(=O)N[C@@H](CCC(=O)O)C(=O)N[C@@H]([C@@H](C)O)C(=O)O)NC(=O)CNC(=O)[C@H](C)NC(=O)[C@H](CC4CC4)NC(=O)CN